1-(1-(cis-4-isopropylcyclohexyl) piperidin-4-yl)-3-(pyrrolidin-1-ylmethyl)-1H-indol-5-yl sulfamate S(N)(OC=1C=C2C(=CN(C2=CC1)C1CCN(CC1)[C@@H]1CC[C@@H](CC1)C(C)C)CN1CCCC1)(=O)=O